(R)-N-(2-chloro-4-morpholinophenyl)-5-(piperidin-3-ylamino)pyrazolo[1,5-a]pyrimidine-3-carboxamide ClC1=C(C=CC(=C1)N1CCOCC1)NC(=O)C=1C=NN2C1N=C(C=C2)N[C@H]2CNCCC2